OC1=CC=C(C=C1)C1C2CC3(CC(CC1C3)C2)CO 4-(4-Hydroxyphenyl)tricyclo[3.3.1.13,7]decane-1-methanol